(S)-(2,7-dimethyl-3-(3,4,5-trifluorophenyl)-2,4,5,7-tetrahydro-6H-pyrazolo[3,4-c]pyridin-6-yl)(quinoxalin-6-yl)methanone CN1N=C2[C@@H](N(CCC2=C1C1=CC(=C(C(=C1)F)F)F)C(=O)C=1C=C2N=CC=NC2=CC1)C